N-((1S,3S)-3-(4-(hydroxymethyl)oxazol-2-yl)-3-((((1s,4R)-4-(3-hydroxyphenyl)cyclohexyl)oxy)methyl)cyclopentyl)methanesulfonamide OCC=1N=C(OC1)[C@@]1(C[C@H](CC1)NS(=O)(=O)C)COC1CCC(CC1)C1=CC(=CC=C1)O